C(C)C(CCC(CC(=O)[O-])=O)CCCC.C(C)C(CCC(CC(=O)[O-])=O)CCCC.[Al+2] aluminum bis(2-ethylhexyl acetoacetate)